N1C=CC2=CC(=CC=C12)S(=O)(=O)N1N=C(C=C1)C(=O)NC1=CC=C(C=C1)CCC 1-((1H-indol-5-yl)sulfonyl)-N-(4-propylphenyl)-1H-pyrazole-3-carboxamide